2-{2-[(1H-1,3-Benzodiazol-2-ylmethyl)amino]ethyl}-N-[(5-methoxypyridin-2-yl)methyl]-1,3-thiazole-4-carboxamide N1C(=NC2=C1C=CC=C2)CNCCC=2SC=C(N2)C(=O)NCC2=NC=C(C=C2)OC